C(C=1C(C(=O)OC(CCCC)(C)C)=CC=CC1)(=O)OC(CCCC)(C)C di(dimethylpentyl) phthalate